C(C)OC(C1=CN=C(C(=C1Cl)C)Cl)=O 4,6-dichloro-5-methylnicotinic acid ethyl ester